3-[(1S)-1-imidazo[1,2-a]pyridin-6-ylethyl]-5-(1-methylpyrrol-3-yl)triazolo[4,5-b]pyrazine N=1C=CN2C1C=CC(=C2)[C@H](C)N2N=NC1=NC=C(N=C12)C1=CN(C=C1)C